ClP1(=NP(=NP(=N1)(Cl)Cl)(SC)SC)Cl 2,2,4,4-tetrachloro-6,6-dimethylmercaptocyclotriphosphazene